C(CCCCCCCCC)C(C(=S)S)(C)CCCCCCCCCC di-n-decyl-dithiopropionic acid